N(=C=O)C1=CC(=NC=C1)C(=O)O 4-isocyanatopicolinic acid